S(=O)(=O)(O)C1=C2C3=C(C=CC=C3C=C1)C(=O)OC2=O.[K] potassium sulfo-1,8-naphthalenedicarboxylic anhydride